4-Iodo-3-(propan-2-yl)-1-(triphenylmethyl)-1H-pyrazolo[3,4-b]pyridine IC1=C2C(=NC=C1)N(N=C2C(C)C)C(C2=CC=CC=C2)(C2=CC=CC=C2)C2=CC=CC=C2